(R) or (S)-5-(2-hydroxypropan-2-yl)-N'-((1-oxo-1,2,3,5,6,7-hexahydro-s-indacen-4-yl)carbamoyl)thiazole-2-sulfonimidamide OC(C)(C)C1=CN=C(S1)[S@@](=O)(N)=NC(NC1=C2CCC(C2=CC=2CCCC12)=O)=O |o1:9|